3-iodo-5-(4-(4-methylpiperazin-1-yl)phenyl)-1H-pyrazolo[3,4-b]pyridine IC1=NNC2=NC=C(C=C21)C2=CC=C(C=C2)N2CCN(CC2)C